C(#N)C1=CC=C(C=C1)N1C(=C(C2=NC=C(C=C21)/C=C/C(=O)OCC)C(CN2CCCCC2)=O)C Ethyl (E)-3-(1-(4-Cyanophenyl)-2-methyl-3-(2-(piperidin-1-yl)acetyl)-1H-pyrrolo[3,2-b]pyridin-6-yl)acrylate